2-(indolin-1-ylmethyl)-6-pyrrolidin-1-yl-3H-quinazolin-4-one N1(CCC2=CC=CC=C12)CC1=NC2=CC=C(C=C2C(N1)=O)N1CCCC1